2-(2-methoxypyridin-4-yl)imidazo[1,2-b]Pyridazine hydrochloride Cl.COC1=NC=CC(=C1)C=1N=C2N(N=CC=C2)C1